(2-bromophenyl)-2-methoxy-ethanone BrC1=C(C=CC=C1)C(COC)=O